2-((5-(2-(1-(1,3-dioxolan-2-yl)-4-methylpentan-3-yl)-2,6-diazaspiro[3.4]octan-6-yl)-1,2,4-triazin-6-yl)oxy)-N-ethyl-5-fluoro-N-isopropylbenzamide O1C(OCC1)CCC(C(C)C)N1CC2(C1)CN(CC2)C=2N=CN=NC2OC2=C(C(=O)N(C(C)C)CC)C=C(C=C2)F